Methyl 2-(Difluoromethoxy)-5-nitronicotinate FC(OC1=C(C(=O)OC)C=C(C=N1)[N+](=O)[O-])F